C(C)(C)N1C(=NC(=C1)C(F)(F)F)C1=CC(=C(C=C1)CO)[N+](=O)[O-] (4-(1-isopropyl-4-(trifluoromethyl)-1H-imidazol-2-yl)-2-nitrophenyl)methanol